4-(3-((1r,3r,5s,7r)-3,5-dimethyladamantan-1-yl)ureido)-3-fluoro-N-(4-(hydroxyamino)-4-oxobutyl)benzamide C[C@]12CC3(CC(C[C@@](C1)(C3)C)C2)NC(NC2=C(C=C(C(=O)NCCCC(=O)NO)C=C2)F)=O